Bis-(methylferrocenyl)-methane CC=1[C-](C=CC1)C[C-]1C(=CC=C1)C.[CH-]1C=CC=C1.[Fe+2].[CH-]1C=CC=C1.[Fe+2]